2,6-diiodo-4-(8,9,10,11-tetrahydro-3H-pyrazolo[4,3-a]phenanthridin-7-yl)phenol IC1=C(C(=CC(=C1)C1=NC2=CC=C3C(=C2C=2CCCCC12)C=NN3)I)O